(1R,2S)-1,2-diethylcyclohexane C(C)[C@H]1[C@H](CCCC1)CC